cis-trans-oleic acid C(CCCCCCC\C=C/CCCCCCCC)(=O)O